C1(=CC=CC=C1)OC(NC1=CC=C(C=C1)N1C=NC2=C1C=CC(=C2)OC(C)CC)=O [4-(5-sec-butoxy-benzoimidazol-1-yl)-phenyl]-carbamic acid phenyl ester